FC=1C=C(C=CC1F)C1CN(CCO1)C(=O)N 2-(3,4-difluorophenyl)morpholine-4-carboxamide